ClC1=CC=C(C(=N1)CN(C)C)N1CC(OCC1)COC 1-(6-chloro-3-(2-(methoxymethyl)morpholino)pyridin-2-yl)-N,N-dimethylmethanamine